4,5-dicyano-2-(pentafluoroethyl)imidazolium C(#N)C=1[NH+]=C(NC1C#N)C(C(F)(F)F)(F)F